5-[3-(ethanesulfonyl)-6-iodoimidazo[1,2-a]pyridin-2-yl]-3-methyl-2-(2,2,3,3,3-pentafluoropropoxy)pyrimidine-4(3H)-one C(C)S(=O)(=O)C1=C(N=C2N1C=C(C=C2)I)C=2C(N(C(=NC2)OCC(C(F)(F)F)(F)F)C)=O